1-(1-((tert-Butoxycarbonyl)amino)-2-(5-(4-((5-chloro-3-fluoropyridin-2-yl)oxy)phenyl)-2H-tetrazol-2-yl)ethyl)cyclopropane-1-carboxylic acid C(C)(C)(C)OC(=O)NC(CN1N=C(N=N1)C1=CC=C(C=C1)OC1=NC=C(C=C1F)Cl)C1(CC1)C(=O)O